N1C=NC(=C1)CCNC1=NC(=NC2=CC=CC=C12)NCCC1=CC=C(C=C1)CC N4-(2-(1H-imidazol-4-yl)ethyl)-N2-(4-ethylphenethyl)quinazoline-2,4-diamine